P(=O)(OCC)(OCC)OC1=CC=C(C=C1)CO diethyl [4-(hydroxymethyl) phenyl] phosphate